N5-(4-(chlorodifluoromethoxy)phenyl)-1-isopropyl-1H-benzo[d]imidazole-5,7-dicarboxamide ClC(OC1=CC=C(C=C1)NC(=O)C1=CC2=C(N(C=N2)C(C)C)C(=C1)C(=O)N)(F)F